FC1(CCC(CC1)NC(=O)C=1C(N(C2=NC=C(C=C2C1O)C1=CC=C(C=C1)F)CCN1CCOCC1)=O)F N-(4,4-Difluorocyclohexyl)-6-(4-fluorophenyl)-4-hydroxy-1-(2-morpholinylethyl)-2-oxo-1,2-dihydro-1,8-naphthyridine-3-carboxamide